tri-n-butyl-silane acrylate C(C=C)(=O)O.C(CCC)[SiH](CCCC)CCCC